2-Phenoxy-9H-carbazole O(C1=CC=CC=C1)C1=CC=2NC3=CC=CC=C3C2C=C1